ClC=1C=CC=C2C=CC=C(C12)N1CC=2N=C(N=C(C2CC1)N1C[C@@H](N(CC1)C(C(=C)F)=O)CC#N)OC[C@H]1NCCC1 2-((S)-4-(7-(8-chloronaphthalen-1-yl)-2-((S)-pyrrolidin-2-ylmethoxy)-5,6,7,8-tetrahydropyrido[3,4-d]pyrimidin-4-yl)-1-(2-fluoroacryloyl)piperazin-2-yl)acetonitrile